(2-chloro-4-cyanophenyl)-2-(2-(4,7-dihydro-5H-thieno[2,3-c]pyran-2-yl)-5-ethyl-7-oxo-6-(piperazin-1-yl)-[1,2,4]triazolo[1,5-a]pyrimidin-4(7H)-yl)acetamide ClC1=C(C=CC(=C1)C#N)C(C(=O)N)N1C=2N(C(C(=C1CC)N1CCNCC1)=O)N=C(N2)C2=CC1=C(COCC1)S2